S-(5-((2-(4-((5-Chloropyridin-2-yl)(hydroxy)methyl)pyridin-2-yl)-5-((methoxycarbonyl)amino)phenyl)amino)-5-oxopentyl) ethanethioate C(C)(SCCCCC(=O)NC1=C(C=CC(=C1)NC(=O)OC)C1=NC=CC(=C1)C(O)C1=NC=C(C=C1)Cl)=O